C(C)(C)(C)OC(=O)[C@H]1[C@@H](C1)CCCCOS(=O)(=O)C1=CC=C(C)C=C1 |r| Racemic-(1R,2R)-2-(4-(p-toluenesulfonyloxy)butyl)cyclopropane-1-carboxylic acid tert-butyl ester